OC(CCOC1=C(C=CC=C1)C1CCN(CC1)C1CC2(CN(C2)C=O)CC1)(C)C (6-(4-(2-(3-hydroxy-3-methylbutoxy)phenyl)piperidin-1-yl)-2-azaspiro[3.4]octan-2-yl)methanone